5-((1,3-Dioxolan-2-yl)methyl)-1-methyl-5-(pyridin-2-yl)piperidin-2-one O1C(OCC1)CC1(CCC(N(C1)C)=O)C1=NC=CC=C1